2-(6-Oxo-5-(trifluoromethyl)-1,6-dihydropyridin-3-yl)ethyl (R)-2-methyl-4-(5-(trifluoromethyl)pyrimidin-2-yl)piperazine-1-carboxylate C[C@H]1N(CCN(C1)C1=NC=C(C=N1)C(F)(F)F)C(=O)OCCC1=CNC(C(=C1)C(F)(F)F)=O